4-(1H-benzo[d]imidazol-2-yl)benzene-1,3-diol N1C(=NC2=C1C=CC=C2)C2=C(C=C(C=C2)O)O